2,5-bis(trifluoromethyl)nitrobenzeneanisic acid hydroxypropyl ester OCCCOC(C1=CC=C(C=C1)OCC1=C(C(=CC(=C1)C(F)(F)F)[N+](=O)[O-])C(F)(F)F)=O